tert-butyl 4-(1-(3-(2,6-dioxopiperidin-3-yl)-1-methyl-1H-indazol-6-yl)piperidin-4-yl)piperazine-1-carboxylate O=C1NC(CCC1C1=NN(C2=CC(=CC=C12)N1CCC(CC1)N1CCN(CC1)C(=O)OC(C)(C)C)C)=O